OC1=C(C(=O)C2=CC=C(C=C2)CCCC)C=CC(=C1)OC 2-hydroxy-4-methoxy-4'-butylbenzophenone